CCCC(=O)C1=CC(=C(C=C1O)O)O Trihydroxybutyrophenone